CC1=C(C=CC=C1NC(=O)C1=CC(=C(C=N1)CN[C@H](C(=O)O)CCO)C1CC1)C1=C(C(=CC=C1)NC(=O)C1=CC(=C(C=N1)CN[C@H](C(=O)O)CCO)C1CC1)C (2S,2'S)-2,2'-((((((2,2'-dimethyl-[1,1'-biphenyl]-3,3'-diyl)bis(azanediyl))bis(carbonyl))bis(4-cyclopropylpyridine-6,3-diyl))bis(methylene))bis(azanediyl))bis(4-hydroxybutanoic acid)